(R)-methyl 2-(1-(2-(3-acetyl-5-(2-methylpyrimidin-5-yl)-1H-indazol-1-yl)acetyl)pyrrolidin-2-yl)acetate C(C)(=O)C1=NN(C2=CC=C(C=C12)C=1C=NC(=NC1)C)CC(=O)N1[C@H](CCC1)CC(=O)OC